FC1=CC=C(C=C1)C(C(=O)N)C1CCNCC1 2-(4-fluorophenyl)-2-(4-piperidyl)acetamide